3-benzylidene-5-chloroisobenzofuran-1(3H)-one C(C1=CC=CC=C1)=C1OC(C2=CC=C(C=C12)Cl)=O